3,9-bis(2-(3-(3-tert-butyl-4-hydroxy-5-methylphenyl)propionyloxy)-1,1-dimethylethyl)-2,4,8,10-tetraoxaspiro(5.5)undecane C(C)(C)(C)C=1C=C(C=C(C1O)C)CCC(=O)OCC(C)(C)C1OCC2(CO1)COC(OC2)C(COC(CCC2=CC(=C(C(=C2)C)O)C(C)(C)C)=O)(C)C